C(C1=CC=CC=C1)OCCC1(CCOCC1)CNC1=C(C(=CC=C1)C)[N+](=O)[O-] N-([4-[2-(benzyloxy)ethyl]oxan-4-yl]methyl)-3-methyl-2-nitroaniline